Cl.C(C1=CC=CC=C1)OC([C@H](NC)C)=O methyl-D-alanine benzyl ester hydrochloride